Fmoc-lysin C(=O)(OCC1C2=CC=CC=C2C2=CC=CC=C12)N[C@@H](CCCCN)C(=O)O